2,5-Thiophenedicarboxaldehyde S1C(=CC=C1C=O)C=O